1-(4-methoxybenzyl)-3-(6-(pyridin-4-ylmethoxy)spiro[3.3]heptan-2-yl)urea COC1=CC=C(CNC(=O)NC2CC3(C2)CC(C3)OCC3=CC=NC=C3)C=C1